4-(5-(4-(2-oxopyrrolidin-1-yl)phenyl)pyridin-3-yl)-N-(2-(pyridin-2-yl)ethyl)-1H-pyrrolo[2,3-b]pyridine-2-carboxamide O=C1N(CCC1)C1=CC=C(C=C1)C=1C=C(C=NC1)C1=C2C(=NC=C1)NC(=C2)C(=O)NCCC2=NC=CC=C2